1-(4-((6-(6-(trifluoromethyl)pyrazolo[1,5-a]pyridin-3-yl)isoquinolin-4-yl)oxy)piperidin-1-yl)ethan-1-one FC(C=1C=CC=2N(C1)N=CC2C=2C=C1C(=CN=CC1=CC2)OC2CCN(CC2)C(C)=O)(F)F